C1(=CC=CC=C1)[B-](C1=CC=CC=C1)(C1=CC=CC=C1)C1=CC=CC=C1.C(C)(C)(C)[PH+](C1=CC(=CC(=C1)OC(F)(F)F)OC(F)(F)F)C(C)(C)C di-(tert-butyl)(3,5-di-(trifluoromethoxy)phenyl)phosphonium tetraphenylborate